1-(azetidin-3-yl)-4-(1-(5-methoxy-2-methyl-4-nitrophenyl)piperidin-4-yl)piperazine N1CC(C1)N1CCN(CC1)C1CCN(CC1)C1=C(C=C(C(=C1)OC)[N+](=O)[O-])C